7-((1S)-1-(2S,4r)-(2-(aminomethyl)-6-oxo-5-oxa-7-azaspiro[3.4]oct-7-yl)ethyl)-3-(3-fluoro-4-((methylsulfonyl)methyl)phenyl)-1H-indole-2-carboxylic acid NCC1CC2(C1)OC(N(C2)[C@@H](C)C=2C=CC=C1C(=C(NC21)C(=O)O)C2=CC(=C(C=C2)CS(=O)(=O)C)F)=O